ClC=1C=C(C(=O)NC2=C3C(N(C(=NC3=C(C=C2)C)C)CC2=NN(C3=CC=CC=C23)C)=O)C=C(C1O)Cl 3,5-dichloro-N-(2,8-dimethyl-3-((1-methyl-1H-indazol-3-yl)methyl)-4-oxo-3,4-dihydroquinazolin-5-yl)-4-hydroxybenzamide